2-(9-chloro-3-((2-methoxybenzyl)carbamoyl)-3-methyl-5-oxo-2,3-dihydrobenzofuro[2,3-f][1,4]oxazepin-4(5H)-yl)acetic acid ClC=1C=CC2=C(C1)C1=C(C(N(C(CO1)(C)C(NCC1=C(C=CC=C1)OC)=O)CC(=O)O)=O)O2